ClC=1C(=C(CN2CCC(CC2)(C(=O)O)CC2=NC(=CC(=C2F)N2CC(C2)O)NC=2SC(=CN2)C)C=CC1)F 1-(3-chloro-2-fluorobenzyl)-4-((3-fluoro-4-(3-hydroxyazetidin-1-yl)-6-((5-methylthiazol-2-yl)amino)pyridin-2-yl)methyl)piperidine-4-carboxylic acid